lithium hydroxy naphthoate C1(=CC=CC2=CC=CC=C12)C(=O)OO.[Li]